methyl 4-(6-cyano-2-methyl-5-((4-methylthiazol-5-yl)methoxy)benzofuran-3-carboxamido)tetrahydro-2H-pyran-4-carboxylate C(#N)C1=CC2=C(C(=C(O2)C)C(=O)NC2(CCOCC2)C(=O)OC)C=C1OCC1=C(N=CS1)C